NC=1C2=C(N=CN1)N(CC2)[C@H]2[C@@H]([C@@H]([C@H](C2)\C=C\C2=CC=C1C=C(C(=NC1=C2)NCC2CC2)Br)O)O (1R,2S,3R,5R)-3-(4-Amino-5,6-dihydro-7H-pyrrolo[2,3-d]pyrimidin-7-yl)-5-((E)-2-(3-Bromo-2-((cyclopropylmethyl)amino)quinolin-7-yl)vinyl)cyclopentane-1,2-diol